ClC1=NC=C(C=C1)C1=CC=C(C[C@H](NC)C(=O)O)C=C1 4-(2-chloro-5-pyridyl)-N-methyl-L-phenylalanine